n-octanoamide C(CCCCCCC)(=O)N